8-Amino-3,4-dihydro-2,7-naphthyridin NC=1N=CC=C2CCN=CC12